3-(4-Fluorophenyl)-5-methyl-7-(2,2,2-trifluoroethyl)-1,5,6,7-tetrahydro-4H-pyrrolo[3,2-c]pyridin FC1=CC=C(C=C1)C1=CNC2=C1CN(CC2CC(F)(F)F)C